N-((2-chlorophenyl)carbamoyl)-4-cyclopropyl-2-fluorobenzamide ClC1=C(C=CC=C1)NC(=O)NC(C1=C(C=C(C=C1)C1CC1)F)=O